(2S,3R,4R,5S)-3-(3,4-difluoro-2-methylphenyl)-4,5-dimethyl-5-(trifluoromethyl)tetrahydrofuran FC=1C(=C(C=CC1F)[C@@H]1CO[C@@]([C@@H]1C)(C(F)(F)F)C)C